3-(2-Aminoquinazolin-6-yl)-4-methyl-N-(4-(4-methylpiperazin-1-yl)phenyl)benzamide NC1=NC2=CC=C(C=C2C=N1)C=1C=C(C(=O)NC2=CC=C(C=C2)N2CCN(CC2)C)C=CC1C